1-((2-(trimethylsilyl)ethoxy)methyl)-5-(6-(pyrimidin-4-ylamino)pyrimidin-4-ylamino)-6-methoxyindazole C[Si](CCOCN1N=CC2=CC(=C(C=C12)OC)NC1=NC=NC(=C1)NC1=NC=NC=C1)(C)C